CC(=CCC[C@@](C)([C@H]1CC[C@@]2([C@@H]1[C@@H](C[C@H]3[C@]2(CC[C@@H]4[C@@]3(CC[C@@H](C4(C)C)O[C@H]5[C@@H]([C@H]([C@@H]([C@H](O5)CO)O)O)O[C@H]6[C@@H]([C@H]([C@@H]([C@H](O6)CO)O)O)O)C)C)O)C)O[C@H]7[C@@H]([C@H]([C@@H]([C@H](O7)CO[C@H]8[C@@H]([C@H]([C@@H](O8)CO)O)O)O)O)O)C The molecule is a ginsenoside found in Panax ginseng that is dammarane which is substituted by hydroxy groups at the 3beta, 12beta and 20 pro-S positions, in which the hydroxy groups at positions 3 and 20 have been converted to the corresponding beta-D-glucopyranosyl-(1->2)-beta-D-glucopyranoside and alpha-L-arabinofuranosyl-(1->6)-beta-D-glucopyranoside respectively, and in which a double bond has been introduced at the 24-25 position. It has a role as a plant metabolite and a hypoglycemic agent. It is a 12beta-hydroxy steroid, a beta-D-glucoside, a disaccharide derivative, a ginsenoside and a tetracyclic triterpenoid. It derives from a hydride of a dammarane.